C(C1=CC=CC=C1)N1C=2C3=C(NN=C3CCC1=O)C=CN2 6-benzyl-2,6,8,9-tetrahydro-7H-1,2,5,6-tetraazabenzo[cd]azulen-7-one